C(N)(=N)N1[C@@H](CC1)CC(=O)O 2-[(2S)-1-carbamimidoylazetidin-2-yl]acetic acid